C(C)(C)(C)OC(CC[C@@H](C(=O)N)N1C(C2=CC=C(C=C2C1)C[C@@H]1[C@H]([C@H](CCC1)O)NC(=O)OC(C)(C)C)=O)=O (S)-5-amino-4-(5-(((1R,2R,3S)-2-((tert-butoxycarbonyl)amino)-3-hydroxycyclohexyl)methyl)-1-oxoisoindolin-2-yl)-5-oxopentanoic acid tert-butyl ester